(4S)-8-[(1S)-3-methoxy-1-methyl-3-oxo-propyl]-4-methyl-chromane-4-carboxylic acid COC(C[C@H](C)C=1C=CC=C2[C@](CCOC12)(C(=O)O)C)=O